3-(4-(5-((4-((4-(acetamidomethyl)piperidin-1-yl)methyl)-6-(3,5-dichlorophenyl)pyridin-2-yl)oxy)pyrimidin-2-yl)piperazin-1-yl)butanoic acid C(C)(=O)NCC1CCN(CC1)CC1=CC(=NC(=C1)C1=CC(=CC(=C1)Cl)Cl)OC=1C=NC(=NC1)N1CCN(CC1)C(CC(=O)O)C